C1(CC1)C([C@@H](C(=O)OCC)NC(=O)C=1C(=NOC1)C)C1CC1 ethyl (2S)-3,3-dicyclopropyl-2-[(3-methylisoxazole-4-carbonyl)amino]propanoate